C1[C@@H]([C@H](C(=O)O1)O)O The molecule is a butan-4-olide that is dihydrofuran-2-one substituted at C-3 and C-4 by hydroxy groups (the 3R,4S-diastereomer). It has a role as a metabolite. It is a butan-4-olide and a diol. It is an enantiomer of a D-threonolactone.